(S)-9-(2-cyclopropylethyl)-4-ethyl-2-methyl-1-oxa-4,9-diazaspiro[5.5]undecan-3-one C1(CC1)CCN1CCC2(CN(C([C@@H](O2)C)=O)CC)CC1